ClC=1C=C(CN2N=C3C4=C(CCC3=C2)OC(=C4C)C(=O)NCCC4=CC=C(C=C4)SC)C=CC1 2-(3-chlorobenzyl)-8-methyl-N-{2-[4-(methylsulfanyl)phenyl]ethyl}-4,5-dihydro-2H-furo[2,3-g]indazole-7-carboxamide